1-[(2,4-diisocyanatophenyl)methyl]-3-isocyanato-2-methylbenzene N(=C=O)C1=C(C=CC(=C1)N=C=O)CC1=C(C(=CC=C1)N=C=O)C